C(C)C1=C(C(=CC=C1)CC)C1=CC(=C(C=C1C(=O)N)C(=O)N)C1=C(C=CC=C1CC)CC bis(2,6-diethylphenyl)-isophthalamide